2-(4-bromothiophen-2-yl)-N-(4-((6-methyl-2-(pyrrolidin-1-yl)pyrimidin-4-yl)amino)phenyl)-acetamide BrC=1C=C(SC1)CC(=O)NC1=CC=C(C=C1)NC1=NC(=NC(=C1)C)N1CCCC1